methyl 1-(dimethylcarbamoyl)-2-methylcyclopropane-1-carboxylate CN(C(=O)C1(C(C1)C)C(=O)OC)C